C(CCCCCCCCCCCCCCCCCCC)NC(=S)S.[NH4+] ammonium eicosanedithiocarbamic acid